O=C1C=2C=CC=NC2C(C2=C1C(=C1C=CC=CN12)C(=O)OCCC1=NC=CC=C1)=O 2-Pyridin-2-ylethyl 5,12-dioxoindolizino[2,3-g]quinoline-6-carboxylate